C(C)(C)C=1C(=NNC1C=1C=C(C=2N(C1)N=CN2)C)C2=CC=C(C=C2)[C@H](C)N(CC(=O)N(C)C)C (S)-2-((1-(4-(4-isopropyl-5-(8-methyl-[1,2,4]triazolo[1,5-a]pyridin-6-yl)-1H-pyrazol-3-yl)phenyl)ethyl)(methyl)amino)-N,N-dimethylacetamide